3-(2-bromo-6-methylphenyl)-1-methyl-N6-(1,2,3,4-tetrahydroisoquinolin-7-yl)-1H-pyrazolo[3,4-d]pyrimidine-3,6-diamine BrC1=C(C(=CC=C1)C)C1(NN(C2=NC(=NC=C21)NC2=CC=C1CCNCC1=C2)C)N